3-(2-((tert-butyldimethylsilyl)oxy)ethoxy)-N-(8-(methylamino)-5-((1-((2-(trimethylsilyl)ethoxy)methyl)-1H-benzo[d][1,2,3]triazol-5-yl)ethynyl)-2,7-naphthyridin-3-yl)propanamide [Si](C)(C)(C(C)(C)C)OCCOCCC(=O)NC=1N=CC2=C(N=CC(=C2C1)C#CC1=CC2=C(N(N=N2)COCC[Si](C)(C)C)C=C1)NC